The molecule is an (omega-1)-hydroxy fatty acid that is heptadecanoic acid in which the 16-pro-R hydrogen is replaced by a hydroxy group. It is an (omega-1)-hydroxy fatty acid and a long-chain fatty acid. It derives from a heptadecanoic acid. C[C@H](CCCCCCCCCCCCCCC(=O)O)O